3-(bromomethyl)-2,6,7-trimethyl-1H,5H-pyrazolo[1,2-a]pyrazole BrCC1=C(CN2N1CC(=C2C)C)C